C1(=CC=CC=C1)C1=C(CCC=CCC1)C1=CC=CC=C1 diphenyl(1,5-cyclooctadiene)